C(C)(C)(C)OC(=O)N([C@@H](C(C)C)C(=O)O)C N-(t-butoxycarbonyl)-N-methyl-L-valine